2-iododibenzo[b,d]furan IC1=CC2=C(OC3=C2C=CC=C3)C=C1